C(C)C1=NN2C(N=C(C=C2)Br)=C1C(=O)O.BrC1=NC=2N(C=C1)N=CC2C(=O)OCC ethyl 5-bromopyrazolo[1,5-a]pyrimidine-3-carboxylate (ethyl 5-bromopyrazolo[1,5-a]pyrimidine-3-carboxylate)